(1-(7-(8-ethyl-7-fluoro-3-hydroxynaphthalen-1-yl)-8-fluoro-2-(((S)-1-methylpyrrolidin-2-yl)methoxy)pyrido[4,3-d]pyrimidin-4-yl)azepan-4-yl)(3-methyl-1H-pyrazol-1-yl)methanone C(C)C=1C(=CC=C2C=C(C=C(C12)C1=C(C=2N=C(N=C(C2C=N1)N1CCC(CCC1)C(=O)N1N=C(C=C1)C)OC[C@H]1N(CCC1)C)F)O)F